Lithium fluoro (difluoro) borate B(OF)(OF)OF.[Li]